3-(pyridin-2-yl)butan-2-one N1=C(C=CC=C1)C(C(C)=O)C